(R)-tert-butyl 2-(methoxymethyl)indoline-1-carboxylate COC[C@@H]1N(C2=CC=CC=C2C1)C(=O)OC(C)(C)C